(4-{5-[5-Fluoro-6-(2-methoxyethoxy)-1H-indazol-3-yl]-isoxazol-3-yl}-2-methylphenyl)-(4-oxetan-3-yl-piperazin-1-yl)-methanon FC=1C=C2C(=NNC2=CC1OCCOC)C1=CC(=NO1)C1=CC(=C(C=C1)C(=O)N1CCN(CC1)C1COC1)C